ClC=1C=NC=C(C1C(C)OC=1C=C2C(=NNC2=CC1)C(=O)NC1=CC=C(C=C1)C1CCN(CC1)CC)Cl 5-(1-(3,5-Dichloropyridin-4-yl)ethoxy)-N-(4-(1-Ethylpiperidin-4-yl)phenyl)-1H-Indazol-3-Carboxamid